4-(8-amino-1-(4-(2-fluoro-3-methoxyphenoxy)phenyl)imidazo[1,5-a]pyrazin-3-yl)cyclohexan-1-ol NC=1C=2N(C=CN1)C(=NC2C2=CC=C(C=C2)OC2=C(C(=CC=C2)OC)F)C2CCC(CC2)O